(S)-2-{[(7-isochromanyl)methyl]amino}-2,5,5-trimethylhexanoic acid C1OCCC2=CC=C(C=C12)CN[C@](C(=O)O)(CCC(C)(C)C)C